3-cyano-5-((3,3-difluorocyclobutyl)methyl-6-methyl-4,5,6,7-tetrahydrothieno[3,2-c]pyridin-2-yl)-2-(4-(N-((3,3-difluorocyclobutyl)methyl)sulfamoyl)phenyl)acetamide C(#N)C=1C=C(C=C(C1S(NCC1CC(C1)(F)F)(=O)=O)C1=C(C=2CNC(CC2S1)C)CC1CC(C1)(F)F)CC(=O)N